CC1=C(C=CC(=C1)C1=C(C(=O)[O-])C=C(C(=C1C)O)C)C1=C(C(=O)[O-])C=C(C(=C1C)O)C 2-methyl-1,4-phenylene-bis(4-hydroxy-3,5-dimethylbenzoate)